NC=1C2=C(N=CN1)C(=NC(=C2)C(=O)N2CCCC2)C2=C(C(=CC=C2C)O)C racemic-(4-amino-8-(3-hydroxy-2,6-dimethylphenyl)pyrido[3,4-d]pyrimidin-6-yl)(pyrrolidin-1-yl)methanone